(4-chlorophenyl)-N-(piperidin-4-ylmethyl)-2-(pyridin-3-yl)pyrimidin-4-amine ClC1=CC=C(C=C1)C=1C(=NC(=NC1)C=1C=NC=CC1)NCC1CCNCC1